(1R,2S,3S,Z)-5-(2-((1R,3aS,7aR,E)-1-((S)-1-(3-(difluoromethyl)azetidin-1-yl)propan-2-yl)-7a-methyloctahydro-4H-inden-4-ylidene)ethylidene)-2-methyl-4-methylenecyclohexane-1,3-diol FC(C1CN(C1)C[C@@H](C)[C@H]1CC[C@H]2\C(\CCC[C@]12C)=C\C=C\1/C([C@H]([C@H]([C@@H](C1)O)C)O)=C)F